(1R,2S,5S)-N-{(1S)-1-cyano-2-[(3S)-2-oxopyrrolidin-3-yl]Ethyl}-3-[3-cyclobutyl-N-(trifluoroacetyl)-D-alanyl]-6,6-dimethyl-3-azabicyclo[3.1.0]Hexane-2-carboxamide C(#N)[C@H](C[C@H]1C(NCC1)=O)NC(=O)[C@@H]1[C@H]2C([C@H]2CN1C([C@H](NC(C(F)(F)F)=O)CC1CCC1)=O)(C)C